tert-Butyl ((S)-3-(3-(Cyclopropylsulfonyl)phenoxy)-2-hydroxypropyl)((R)-8-((3-methyl-3H-imidazo[4,5-b]pyridin-6-yl)sulfonyl)-1-oxa-8-azaspiro[4.5]decan-3-yl)carbamate C1(CC1)S(=O)(=O)C=1C=C(OC[C@H](CN(C(OC(C)(C)C)=O)[C@H]2COC3(C2)CCN(CC3)S(=O)(=O)C=3C=C2C(=NC3)N(C=N2)C)O)C=CC1